NCC=1C=NC(=NC1)C1=C(C=C(C#N)C=C1)SC1=NC(=NC(=C1)N(C)C)C 4-[5-(aminomethyl)pyrimidin-2-yl]-3-[6-(dimethylamino)-2-methylpyrimidin-4-yl]sulfanylbenzonitrile